(7R)-7-[[6-chloro-4-(1H-tetrazol-5-yl)pyridin-3-yl]amino]-3-cyclopropyl-N-(2-fluoro-2-methylpropyl)-7,8-dihydro-6H-cyclopenta[g]isoquinoline-5-sulfonamide ClC1=CC(=C(C=N1)N[C@@H]1CC=2C(=C(C=3C=C(N=CC3C2)C2CC2)S(=O)(=O)NCC(C)(C)F)C1)C1=NN=NN1